N-(1-((2R,4S,5R)-5-((bis(4-methoxyphenyl)(phenyl)methoxy)methyl)-4-hydroxytetrahydrofuran-2-yl)-1H-imidazo[4,5-c]pyridin-4-yl)acetamide COC1=CC=C(C=C1)C(OC[C@@H]1[C@H](C[C@@H](O1)N1C=NC=2C(=NC=CC21)NC(C)=O)O)(C2=CC=CC=C2)C2=CC=C(C=C2)OC